C1(CC1)CNC1=NN2C(C=N1)=C(C=C2)C=2C=C1C(=NC=NC1=CC2)OC N-(cyclopropylmethyl)-5-(4-methoxyquinazolin-6-yl)pyrrolo[2,1-f][1,2,4]triazin-2-amine